Tert-butyl 2-[1-(4-fluoro-3-methylphenyl)pyrazol-4-yl]propanoate FC1=C(C=C(C=C1)N1N=CC(=C1)C(C(=O)OC(C)(C)C)C)C